5-(2-(4,4-difluoropiperidin-1-yl)quinolin-8-yl)-6-ethylpyridin-2-amine FC1(CCN(CC1)C1=NC2=C(C=CC=C2C=C1)C=1C=CC(=NC1CC)N)F